FC1=C(OC2=C(C=C(C=C2)NS(=O)(=O)CC)C2=CC(=[N+](C(=C2)NC)[O-])C)C=CC(=C1)F 4-(2-(2,4-difluorophenoxy)-5-(ethylsulfonylamino)phenyl)-2-methyl-6-(methylamino)pyridine 1-oxide